N=1SN=C2C1C=CC=C2S(=O)(=O)N2C(CC(CC2)C(=O)NC=2C=CC1=C(N=CS1)C2)C 1-(benzo[c][1,2,5]thiadiazol-4-ylsulfonyl)-N-(benzo[d]thiazol-5-yl)-2-methylpiperidine-4-carboxamide